BrC=1C=CC2=C(N=C(N=C2NN=CC2=CC(=CC=C2)C)N2CCOCC2)N1 4-(7-bromo-4-(2-(3-methylbenzylidene)hydrazinyl)pyrido[2,3-d]pyrimidin-2-yl)morpholine